(R)-5-((Dimethylamino)methyl)-3-fluoro-N'-(((R)-3-methyl-1,2,3,5,6,7-hexahydrodicyclopenta[b,e]pyridin-8-yl)carbamoyl)thiophene-2-sulfonimidamide CN(C)CC1=CC(=C(S1)[S@@](=O)(N)=NC(NC1=C2C(=NC3=C1CCC3)[C@@H](CC2)C)=O)F